C(C)(C)(C)C1=NOC(=N1)C(=O)NCC1=C(C=C(C=C1)C1=NC=NN2C1=CC(=C2)N2CCOCC2)CC(F)F 3-(tert-butyl)-N-(2-(2,2-difluoroethyl)-4-(6-morpholinopyrrolo[2,1-f][1,2,4]triazin-4-yl)benzyl)-1,2,4-oxadiazole-5-carboxamide